1-methyl-1H-1,2,4-triazole-3-formaldehyde CN1N=C(N=C1)C=O